COC(CCCC1=C(C=CC=C1)N(C)C(C1=CC(=C(C=C1)Cl)C=1C=NC(=CC1C)Cl)=O)=O 4-(2-{[4-chloro-3-(6-chloro-4-methyl-pyridin-3-yl)-benzoyl]-methyl-amino}-phenyl)-butyric acid methyl ester